C(#N)C1=CC=2C(=CN=C(C2)NC2CCC(CC2)C(=O)OC)O1 methyl 4-((2-cyanofuro[2,3-c]pyridin-5-yl)amino)cyclohexane-1-carboxylate